Triaconta-18,21-dienoic acid C(CCCCCCCCCCCCCCCCC=CCC=CCCCCCCCC)(=O)O